C(C)(C)(C)OC(=O)N1CCN(CC1)C1=NC=CC(=N1)COC1=CC=C(C=C1)C(C)(C)C1=CC(=C(C(=C1)C#N)OCCCl)Cl 4-(4-((4-(2-(3-chloro-4-(2-chloroethoxy)-5-cyanophenyl)propan-2-yl)phenoxy)methyl)pyrimidin-2-yl)piperazine-1-carboxylic acid tert-butyl ester